O=C1N(C(C=C1)=O)CCCC(=O)NCC1=CC(=C(C=C1)[N+](=O)[O-])CO 4-(2,5-dioxo-2,5-dihydro-1H-pyrrol-1-yl)-N-(3-(hydroxymethyl)-4-nitrobenzyl)butanamide